NC1=NC(=C(C=C1C=1C=C2CCNC(C2=CC1)=O)C1=CC=C(C=C1)C1CN(CCC1)C(C)C)F 6-(2-amino-6-fluoro-5-(4-(1-isopropylpiperidin-3-yl)phenyl)pyridin-3-yl)-3,4-dihydroisoquinolin-1(2H)-one